C(N)(=O)[C@H](C[C@H]1C(NCC1)=O)NC(=O)[C@@H]1[C@H]2[C@H]3C=C[C@@H]([C@H]2CN1C(=O)OC(C)(C)C)C3 tert-butyl (1R,2S,3S,6R,7S)-3-{[(1S)-1-carbamoyl-2-[(3S)-2-oxopyrrolidin-3-yl]ethyl]carbamoyl}-4-azatricyclo[5.2.1.0^{2,6}]dec-8-ene-4-carboxylate